methyl norbornenate C12(C=CC(CC1)C2)C(=O)OC